N-cyclopropyl-4-[8-(isobutylamino)imidazo[1,2-a]pyrazin-3-yl]benzamide C1(CC1)NC(C1=CC=C(C=C1)C1=CN=C2N1C=CN=C2NCC(C)C)=O